(1r,4r)-4-cyano-N-methyl-N-[(1S)-2,2,2-trifluoro-1-(4-{[1-phenyl-5-(trifluoromethyl)-1H-pyrazol-4-yl]amino}phenyl)ethyl]cyclohexane-1-carboxamide C(#N)C1CCC(CC1)C(=O)N([C@H](C(F)(F)F)C1=CC=C(C=C1)NC=1C=NN(C1C(F)(F)F)C1=CC=CC=C1)C